FC1=C(C=C(C=C1)NC(=O)C=1N(C(=C(C1C)C(C(=O)NC(C)(C1=NN(C=C1)C)C)=O)C)C)C(F)(F)F N-[4-fluoro-3-(trifluoromethyl)phenyl]-1,3,5-trimethyl-4-[2-[[1-methyl-1-(1-methylpyrazol-3-yl)ethyl]amino]-2-oxo-acetyl]pyrrole-2-carboxamide